4,4'-(hexahelicene-2,15-diylbis(ethyne-2,1-diyl))dianiline C1=C(C=CC2=CC=C3C=CC4=CC=C5C=CC6=CC=C(C=C6C5=C4C3=C12)C#CC1=CC=C(N)C=C1)C#CC1=CC=C(N)C=C1